O=C1NC(CCC1N1C(C2=CC=CC(=C2C1=O)NCC=1C=NN(C1)C1CCN(CC1)C(=O)C1(CCC1)CC1=CC=C(C=C1)F)=O)=O 2-(2,6-dioxopiperidin-3-yl)-4-(((1-(1-(1-(4-fluorobenzyl)cyclobutane-1-carbonyl)piperidin-4-yl)-1H-pyrazol-4-yl)methyl)amino)isoindoline-1,3-dione